2-(((3R,4S)-4-(4-cyano-2-propoxyphenoxy)-3-hydroxy-3-(hydroxymethyl)pyrrolidin-1-yl)sulfonyl)-5-(trifluoromethyl)benzonitrile C(#N)C1=CC(=C(O[C@@H]2[C@@](CN(C2)S(=O)(=O)C2=C(C#N)C=C(C=C2)C(F)(F)F)(CO)O)C=C1)OCCC